NC=1C(=NON1)C1=NC2=C(N1CC(=O)NC1=CC=NC3=CC=CC=C13)C=CC=C2 2-(2-(4-amino-1,2,5-oxadiazol-3-yl)-1H-benzo[d]imidazol-1-yl)-N-(quinolin-4-yl)acetamide